4-((2S)-3-(1-((isopropoxycarbonyl) oxy)ethoxy)-2-((S)-4-methyl-2-(2-(o-tolyloxy)acetamido) pentanamido)-3-oxopropyl)phenyl 4-carbamoylpiperidine-1-carboxylate C(N)(=O)C1CCN(CC1)C(=O)OC1=CC=C(C=C1)C[C@@H](C(=O)OC(C)OC(=O)OC(C)C)NC([C@H](CC(C)C)NC(COC1=C(C=CC=C1)C)=O)=O